C1(COCC(N1)=O)=O diglycolimide